4-(6-((1S,5S,6S)-5-cyano-2,7-diazabicyclo[4.2.0]oct-7-yl)pyridin-3-yl)-2-(1-methyl-1H-pyrazol-4-yl)-1H-pyrrole C(#N)[C@H]1CCN[C@H]2CN([C@@H]12)C1=CC=C(C=N1)C=1C=C(NC1)C=1C=NN(C1)C